(R)-1-(2-Chloro-3-(4-(2-((1-(methylsulfonyl)piperidin-4-yl)amino)-5-(trifluoromethyl)pyrimidin-4-yl)-1H-imidazol-1-yl)benzyl)-3-methylpyrrolidin-3-ol ClC1=C(CN2C[C@@](CC2)(O)C)C=CC=C1N1C=NC(=C1)C1=NC(=NC=C1C(F)(F)F)NC1CCN(CC1)S(=O)(=O)C